2,2-dimethyl-3-butenoic acid anhydride CC(C(=O)OC(C(C=C)(C)C)=O)(C=C)C